benzylidenequinuclidinone C(C1=CC=CC=C1)=C1C(N2CCC1CC2)=O